COC=1C=C(C=CC1)C1(CCOCC1)C=1SC=C(N1)CO (2-(4-(3-methoxyphenyl)tetrahydro-2H-pyran-4-yl)thiazol-4-yl)methanol